dimethoxyphenylsilane CO[SiH](C1=CC=CC=C1)OC